C(C)OC([C@@H](CCC(=O)O)NC([C@H](C(C)(C)C)NC(C(C)(C)C1=CC=C(C=C1)O)=O)=O)=O (R)-5-ethoxy-4-((S)-2-(2-(4-hydroxyphenyl)-2-methylpropanamido)-3,3-dimethylbutanamido)-5-oxopentanoic acid